(E)-3-(1H-indazol-6-yl)-N-(2-(phenoxymethyl)phenyl)acrylamide N1N=CC2=CC=C(C=C12)/C=C/C(=O)NC1=C(C=CC=C1)COC1=CC=CC=C1